lithium bis(fluoro oxalate) borate B([O-])(O)O.C(C(=O)O)(=O)F.C(C(=O)O)(=O)F.[Li+]